C(#N)C1=CC(=NC=C1)N1C=C(C2=C1N=CN=C2N2C[C@H](N(C[C@@H]2C)C(=O)OC(C)(C)C)C([2H])([2H])[2H])C2=C(C=CC=C2)F tert-butyl (2R,5S)-4-(7-(4-cyanopyridin-2-yl)-5-(2-fluorophenyl)-7H-pyrrolo[2,3-d]pyrimidin-4-yl)-5-methyl-2-(methyl-d3)piperazine-1-carboxylate